CC1=NOC(=C1C1=NC(=CC=C1C(C)=O)N1C=NC2=C1C=CC(=C2)NC=2N=NC(=CC2)C)C 1-[2-(3,5-dimethylisoxazol-4-yl)-6-[5-[(6-methylpyridazin-3-yl)amino]benzimidazol-1-yl]-3-pyridinyl]ethanone